C1(=CC=CC=C1)[C@H]1OCCN2C1=NC(=N2)C(=O)N[C@@H]2C(NC1=C(CC2)C=C(C=C1F)F)=O (8R)-8-phenyl-N-[(3S)-7,9-difluoro-2-oxo-1,3,4,5-tetrahydro-1-benzazepin-3-yl]-6,8-dihydro-5H-[1,2,4]triazolo[5,1-c][1,4]oxazine-2-carboxamide